[N].O=C[C@H](O)[C@@H](O)[C@@H](O)[C@H](O)CO galactose nitrogen